6-Bromo-4-chloro-3-(difluoromethyl)-2-fluoro-benzaldehyde BrC1=CC(=C(C(=C1C=O)F)C(F)F)Cl